NCC=1C=C(C=CC1)C=1C=CC2=C(C(=CO2)COC2=C(C=CC(=C2)NC(=O)OC(C)(C)C)CC(=O)O)C1 2-(2-((5-(3-(aminomethyl)phenyl)benzofuran-3-yl)methoxy)-4-((tert-butoxycarbonyl)amino)phenyl)acetic acid